CCCC methyl-propan